1,4-Dibromo-2,5-bis(4-iodobutoxy)benzene di-iodine [I].[I].BrC1=C(C=C(C(=C1)OCCCCI)Br)OCCCCI